FC=1C(=C(C=CC1F)C1N=C(NC(=C1C(=O)OC)[C@@H]1CC[C@H](CC1)C(=O)OC)C=1SC=CN1)C (trans)-Methyl 4-(3,4-difluoro-2-methylphenyl)-6-(4-(methoxycarbonyl)cyclohexyl)-2-(thiazol-2-yl)-1,4-dihydropyrimidine-5-carboxylate